C(C)(C)(C)OC(COC1=CC=C(C=C1)C1=CC=C(C=C1)C1=N[C@H](C=2N(C3=C1C(=C(S3)C)C)C(=NN2)C)CC(=O)OC)=O methyl {(6S)-4-[4'-(2-t-butoxy-2-oxoethoxy)[1,1'-biphenyl]-4-yl]-2,3,9-trimethyl-6H-thieno[3,2-f][1,2,4]triazolo[4,3-a][1,4]diazepin-6-yl}acetate